C(C=1C(C(=O)OC2=C(C=CC=C2)C)=CC=CC1)(=O)OC1=C(C=CC=C1)C ditolyl phthalate